C(C=C)N(S(=O)(=O)C1=CC(=C(C=C1)Cl)C(=O)N1CCC2=CC=CC=C12)C1=CC=C(C=C1)Cl N-allyl-4-chloro-N-(4-chlorophenyl)-3-(indoline-1-carbonyl)benzenesulfonamide